C(C1=CC=CC=C1)C1=CC=2C(=NOC2C(=O)OC(C)(C)C)C=C1 tert-butyl 5-benzylbenzo[c]isoxazole-3-carboxylate